C(C)C1=NC(=NO1)C=1C=C2CC[C@H](C2=CC1)NC(C1=CC(=NC=C1)C=C)=O (R)-N-(5-(5-ethyl-1,2,4-oxadiazol-3-yl)-2,3-dihydro-1H-inden-1-yl)-2-vinylisonicotinamide